COC=1C=C(C=CC1)N1C(SC=C1)=N 3-(3-methoxyphenyl)thiazol-2(3H)-imine